N-(2,6-dichlorophenyl)-4-ethoxy-2-{[2-fluoro-4-(4-methylpiperazin-1-yl)phenyl]amino}pyrimidine-5-carboxamide ClC1=C(C(=CC=C1)Cl)NC(=O)C=1C(=NC(=NC1)NC1=C(C=C(C=C1)N1CCN(CC1)C)F)OCC